3-(8-amino-5,6-difluoro-4-quinolinyl)-2-cyanoacrylic acid NC=1C=C(C(=C2C(=CC=NC12)C=C(C(=O)O)C#N)F)F